ClC1=NC=C(C(=C1)C1=C(C=NC(=C1)C)C(=O)O)OCC 2'-chloro-5'-ethoxy-6-methyl-(4,4'-bipyridine)-3-carboxylic acid